N-methyl-N'-[(5Z)-13-[(5-oxo-4,5-dihydro-1H-1,2,4-triazol-3-yl)methoxy]tridec-5-en-1-yl]ethanediamide benzyl-3-tert-butyl-3-hydroxy-8-azabicyclo[3.2.1]octane-8-carboxylate C(C1=CC=CC=C1)OC(=O)N1C2CC(CC1CC2)(O)C(C)(C)C.CNC(C(=O)NCCCC\C=C/CCCCCCCOCC2=NNC(N2)=O)=O